ClC=1C2=C(N=CN1)N(C=C2C2(COC2)O)C 3-(4-chloro-7-methyl-7H-pyrrolo[2,3-d]pyrimidin-5-yl)oxetan-3-ol